1-[2-Fluoro-3-(7-morpholin-4-yl-quinazolin-4-yl)-phenyl]-1-thiazol-2-ylethanol FC1=C(C=CC=C1C1=NC=NC2=CC(=CC=C12)N1CCOCC1)C(C)(O)C=1SC=CN1